FC(C1=NN=C(O1)C=1C=CC(=NC1)CN1C(N(C2=C1C=CC(=C2)C2=CC=C(C=C2)S(=O)(=O)C)C)=O)F 1-((5-(5-(difluoromethyl)-1,3,4-oxadiazole-2-yl)pyridine-2-yl)methyl)-3-methyl-5-(4-(methylsulfonyl)phenyl)-1,3-dihydro-2H-benzo[d]imidazole-2-one